C1(=CC=CC=C1)C=1C=C2C=CC(=CC2=CC1)C1=NC=NC=N1 6-(6-phenylnaphthalen-2-yl)-1,3,5-triazine